(3S)-N-[(1S)-1-(cyclohexylmethyl)-2-methylpropyl]-7-hydroxy-1,2,3,4-tetrahydroisoquinoline-3-carboxamide C1(CCCCC1)C[C@@H](C(C)C)NC(=O)[C@H]1NCC2=CC(=CC=C2C1)O